sodium (2S,5R)-7-oxo-N-[2-(2-oxoimidazolidin-1-yl)ethoxy]-6-(sulfooxy)-1,6-diaza-bicyclo[3.2.1]octane-2-carboxamide O=C1N([C@@H]2CC[C@H](N1C2)C(=O)NOCCN2C(NCC2)=O)OS(=O)(=O)O.[Na]